C(CCCCCCCC)(=O)OCCCCCCCCCCCCCCCCCCCCCCCCCCCCCC triacontyl n-nonanoate